C(C)(=O)OCC1=CC=C(C=N1)C1(CN(CC1)C(=O)OC(C)(C)C)O Tert-butyl 3-(6-(acetoxymethyl) pyridin-3-yl)-3-hydroxypyrrolidine-1-carboxylate